CN1N=C(C=C1C)NC1=NC=C(C(=N1)C1=CNC2=C(C=CC=C12)N1C(C2=CC=CC(=C2C1)O)=O)C 2-(3-(2-((1,5-dimethyl-1H-pyrazol-3-yl)amino)-5-methylpyrimidin-4-yl)-1H-indol-7-yl)-4-hydroxyisoindolin-1-one